6-methyl-N-(1-methylcyclopropyl)-5-[4-(1,3-thiazol-2-yl)piperazine-1-carbonyl]furo[2,3-d]pyrimidin-4-amine CC1=C(C2=C(N=CN=C2NC2(CC2)C)O1)C(=O)N1CCN(CC1)C=1SC=CN1